(S)-2-((2-((S)-4-(difluoromethyl)-2-carbonyloxazolidin-3-yl)-5,6-dihydrobenzo[f]imidazo[1,2-d][1,4]oxazepin-9-yl)amino)-3-methylbutanamide FC([C@H]1N(C(OC1)=C=O)C=1N=C2N(CCOC3=C2C=CC(=C3)N[C@H](C(=O)N)C(C)C)C1)F